(3,5-Dimethylphenyl)Boronic Acid CC=1C=C(C=C(C1)C)B(O)O